OC(COC1=CC=C2C=CC(OC2=C1)=O)CNC(C)C 7-(2-hydroxy-3-isopropylaminopropoxy)-chromen-2-one